O1C=C(C2=C1C=CC=C2)CC(NS(=O)(=O)CC2=CC(=CC(=C2)N2CCOCC2)F)B(O)O 2-(benzofuran-3-yl)-1-(((3-fluoro-5-morpholinophenyl)methyl)sulfonylamino)ethylboronic acid